tert-butyl N-(7-aminoheptyl)carbamate NCCCCCCCNC(OC(C)(C)C)=O